3-((4-(4-(2-fluoro-6-methoxyphenyl)-1-oxo-1,3-dihydro-2H-pyrrolo[3,4-c]pyridin-2-yl)-6-methylpyrimidin-2-yl)oxy)pyrrolidine-1-carboxylic acid tert-butyl ester C(C)(C)(C)OC(=O)N1CC(CC1)OC1=NC(=CC(=N1)N1CC=2C(=NC=CC2C1=O)C1=C(C=CC=C1OC)F)C